2-((2-chlorophenyl)thio)-6-nitroquinoline ClC1=C(C=CC=C1)SC1=NC2=CC=C(C=C2C=C1)[N+](=O)[O-]